tert-butyl (1S,4S)-5-[8-(benzyloxy)-7-bromo-2-(dodecylsulfanyl)-6-iodoquinazolin-4-yl]-2,5-diazabicyclo[2.2.1]heptane-2-carboxylate C(C1=CC=CC=C1)OC=1C(=C(C=C2C(=NC(=NC12)SCCCCCCCCCCCC)N1[C@@H]2CN([C@H](C1)C2)C(=O)OC(C)(C)C)I)Br